NC(=C(C#N)C#N)CC#N 2-amino-1,1,3-propenetricarbonitrile